tert-butyl N-[(4-{4-[(1,1-dioxo-1λ6-thian-4-yl)amino]-1-(2,2,2-trifluoroethyl)-1H-indol-2-yl}phenyl)methyl]-N-methylcarbamate O=S1(CCC(CC1)NC1=C2C=C(N(C2=CC=C1)CC(F)(F)F)C1=CC=C(C=C1)CN(C(OC(C)(C)C)=O)C)=O